4-ethylidene-7-hydroxy-6,7,14-trimethyl-2,9-dioxa-14-aza-bicyclo[9.5.1]heptadec-11-ene-3,8,17-trione C(C)=C1C(OC2CCN(CC=C(COC(C(C(C1)C)(C)O)=O)C2=O)C)=O